BrC1=C(C2=C(N(C=N2)C)C=C1Cl)Cl 5-bromo-4,6-dichloro-1-methyl-1H-benzo[d]imidazole